CC=1N=C(SC1C(=O)OCCC)NC(C[C@H](CCCN1CCOCC1)NC(C1=CC(=CC=C1)C1=NOC(=N1)C)=O)=O propyl (S)-4-methyl-2-(3-(3-(5-methyl-1,2,4-oxadiazol-3-yl)benzamido)-6-morpholinohexanamido)thiazole-5-carboxylate